4-ethoxy-6-((1S)-1-(7-(2-(ethyl(methyl)amino)ethyl)-5-(4-methoxy-2-methylpyridin-3-yl)-1-oxo-3,4-dihydroisoquinolin-2(1H)-yl)ethyl)nicotinonitrile C(C)OC1=CC(=NC=C1C#N)[C@H](C)N1C(C2=CC(=CC(=C2CC1)C=1C(=NC=CC1OC)C)CCN(C)CC)=O